ethyl 5-(3-{4-[3-(dimethylamino)prop-1-yn-1-yl]-2-fluorophenoxy}propyl)-2-acetamido-1,3-thiazole-4-carboxylate CN(CC#CC1=CC(=C(OCCCC2=C(N=C(S2)NC(C)=O)C(=O)OCC)C=C1)F)C